(4-(((3R,6S)-6-(hydroxymethyl)tetrahydro-2H-pyran-3-yl)amino)-7H-pyrrolo[2,3-d]pyrimidine-5-yl)methanone OC[C@@H]1CC[C@H](CO1)NC=1C2=C(N=CN1)NC=C2C=O